C(C)C1(CC1)NC(O[C@H]1C[C@H](CC1)C1=CC(=NN1)NC(CC1=NC=C(N=C1)C)=O)=O (1R,3S)-3-(3-{[(5-meth-ylpyrazin-2-yl)acetyl]-amino}-1H-pyrazol-5-yl)-cyclopentyl (1-ethylcyclopropyl)carbamate